COC=1C=C(C=CC1OC)CCNC(CCC(C)C)=O N-[2-(3,4-Dimethoxyphenyl)ethyl]4-Methylvaleramide